(1R,2R)-2-Hydroxycyclobutyl (8-amino-7-fluoro-6-(8-methyl-2,3-dihydro-1H-pyrido[2,3-b][1,4]oxazin-7-yl)isoquinolin-3-yl)carbamate hydrochloride Cl.NC=1C(=C(C=C2C=C(N=CC12)NC(O[C@H]1[C@@H](CC1)O)=O)C1=C(C2=C(OCCN2)N=C1)C)F